Cl.C[C@@H]1N(C[C@@H](NC1)C)CC=1C=CC2=C(C(=NO2)N2C(NC(CC2)=O)=O)C1 1-(5-(((2S,5S)-2,5-dimethylpiperazin-1-yl)methyl)benzo[d]isoxazol-3-yl)dihydropyrimidine-2,4(1H,3H)-dione hydrochloride